CC1CCC(CC1)[C@@H](C(NC1=CC2=C(C=N1)C1(CCOCC1)C(N2COCC[Si](C)(C)C)=O)=O)NC(OC(C)(C)C)=O tert-Butyl N-[(1S)-1-(4-methylcyclohexyl)-2-oxo-2-({2-oxo-1-[2-(trimethylsilyl)ethoxymethyl]spiro[pyrrolo[3,2-c]pyridine-3,4'-tetrahydropyran]-6-yl}amino)ethyl]carbamate